(E)-2-(4-(8-(2-(1H-pyrazol-3-yl)vinyl)-4-(aminomethyl)-1-oxo-1,2-dihydro-phthalazin-6-yl)-1-methyl-1H-pyrazol-5-yl)-4-chloro-6-cyclopropyloxy-3-fluorobenzonitrile N1N=C(C=C1)/C=C/C=1C=C(C=C2C(=NNC(C12)=O)CN)C=1C=NN(C1C1=C(C#N)C(=CC(=C1F)Cl)OC1CC1)C